CC(C)C[O-].CC(C)C[O-].CC(C)C[O-].[Li+].[Li+].[Li+] lithium triisobutoxide